Dodecylsarcosine C(CCCCCCCCCCC)N(C)CC(=O)O